((4'-cyclopropyl-[1,1'-biphenyl]-4-yl) oxy)-1-((2-(trimethylsilyl) ethoxy) methyl)-1H-1,2,3-triazole-4-carboxylate C1(CC1)C1=CC=C(C=C1)C1=CC=C(C=C1)OC1=C(N=NN1COCC[Si](C)(C)C)C(=O)[O-]